FC=1C=C(C=C(C1)F)[C@@H]1CCN2N1C(C1(C2)CCN(CC1)C1=NC=NC(=C1)O)=O (7'S)-7'-(3,5-difluorophenyl)-1-(6-hydroxypyrimidin-4-yl)dihydro-1'H,3'H,5'H-spiro[piperidine-4,2'-pyrazolo[1,2-a]pyrazol]-1'-one